C(C1=CC=CC=C1)(C1=CC=CC=C1)N1C[C@H](N(CC1)CC=1C(=C2CN(C(C2=CC1)=O)C1C(NC(CC1)=O)=O)F)C 3-(5-(((R)-4-benzhydryl-2-methylpiperazin-1-yl)methyl)-4-fluoro-1-oxoisoindolin-2-yl)piperidine-2,6-dione